C(OCC1=CC=C(C=C1)NC(CNC(=O)OC(C)(C)C)=O)(OC1=CC=C(C=C1)[N+](=O)[O-])=O [4-(2-{[(tert-butoxy)carbonyl]amino}acetamido)phenyl]methyl 4-nitrophenyl carbonate